COC1CCC(CC1)C[C@H]1CC[C@@H](N1)[C@H](O)C=1C=NC=C(C1)F (R)-[(2R,5R)-5-{[(1r,4R)-4-methoxycyclohexyl]methyl}-2-pyrrolidinyl](5-fluoro-3-pyridyl)methanol